1-ethyl-5,6-difluoro-4-iodobenzene-1,2-diamine C(C)C1(C(C=C(C(=C1F)F)I)N)N